BrC=1C(=C2C(C=CNC2=CC1)=O)F 6-bromo-5-fluoroquinolin-4(1H)-one